7-((9,9-difluoro-9H-fluorene-3-carbonyl)glycyl)-1,4-dioxa-7-azaspiro[4.4]nonane-8-carboxamide FC1(C2=CC=CC=C2C=2C=C(C=CC12)C(=O)NCC(=O)N1CC2(OCCO2)CC1C(=O)N)F